3,4-dimethyl-oxybenzyl chloride COC=1C=C(CCl)C=CC1OC